((2R,3S,4R,5R)-5-(4-Aminopyrrolo[2,1-f][1,2,4]triazin-7-yl)-5-cyano-3,4-dihydroxytetrahydrofuran-2-yl)acetic acid methyl ester COC(C[C@H]1O[C@@]([C@@H]([C@@H]1O)O)(C#N)C1=CC=C2C(=NC=NN21)N)=O